C(C)(C)(C)OC(=O)N1C[C@H](CC1)[C@@H](C(=O)OC(C)(C)C)CC1=CC(=CC=C1)N1C(N(CC1)C1=CC(=CC=C1)OCC1=CC=CC=C1)=O.C(CCC)[SiH2]OCCCOCC butyl-ethoxypropoxysilane tert-Butyl-(3R)-3-[(1S)-1-[[3-[3-(3-benzyloxyphenyl)-2-oxo-imidazolidin-1-yl]phenyl]methyl]-2-tert-butoxy-2-oxo-ethyl]pyrrolidine-1-carboxylate